3-phenyl-3-hexene-1-yne C1(=CC=CC=C1)C(C#C)=CCC